lutetium Yttrium Orthosilicate [Si]([O-])([O-])([O-])[O-].[Y+3].[Lu+3]